3-(4-bromophenyl)-5-(2-fluoro-6-cyclopropylphenyl)-1H-pyrazolo[4,3-c]pyridazin-6(5H)-one BrC1=CC=C(C=C1)C1=NNC=2C1=NN(C(C2)=O)C2=C(C=CC=C2C2CC2)F